beta-trichloromethyl-butyramide ClC(C(CC(=O)N)C)(Cl)Cl